N,N,N-tris(1-phosphonopropyl)amine P(=O)(O)(O)C(CC)N(C(CC)P(=O)(O)O)C(CC)P(=O)(O)O